COC1CC(NC1)(C)C1=NOCC(O1)CN1CCCCC1 (4-methoxy-2-methylpyrrolidin-2-yl)-5-(piperidin-1-ylmethyl)-5,6-dihydro-1,4,2-dioxazine